N[C@H](CNC(OC(C)(C)C)=O)CO tert-butyl (R)-(2-amino-3-hydroxypropyl)carbamate